N1C(CC=CC1)=O 3,6-Dihydropyridine-2(1H)-one